BrC=1C(=CC2=C(N(CC(CS2(=O)=O)(CCCC)CCCC)C2=CC=CC=C2)C1)OC 7-bromo-3,3-dibutyl-8-methoxy-5-phenyl-2,3,4,5-tetrahydro-1,5-benzothiazepine 1,1-dioxide